6-(4-(6,7-difluoro-2-methyl-2H-indazol-4-yl)-2,6-difluorobenzyl)-6,7-dihydro-5H-pyrrolo[3,4-b]pyridin-5-one-7,7-d2 FC=1C=C(C2=CN(N=C2C1F)C)C1=CC(=C(CN2C(C3=NC=CC=C3C2=O)([2H])[2H])C(=C1)F)F